N-(4-nitro-2-iodophenyl)-N-methyl-methacrylamide [N+](=O)([O-])C1=CC(=C(C=C1)N(C(C(=C)C)=O)C)I